4-(aminomethyl)-6-(4-benzyl-4H-1,2,4-triazol-3-yl)phthalazin-1(2H)-one NCC1=NNC(C2=CC=C(C=C12)C1=NN=CN1CC1=CC=CC=C1)=O